N1C=NC(=C1)CCCN1C(=NN=C1CC(C)(C)C)CC1=CNC2=CC(=CC=C12)F 3-((4-(3-(1H-imidazol-4-yl)propyl)-5-neopentyl-4H-1,2,4-triazol-3-yl)methyl)-6-fluoro-1H-indole